2-(5-(((1R,2S,3S,5S)-2-fluoro-1,5,8-trimethyl-8-azabicyclo[3.2.1]octan-3-yl)oxy)-1,3,4-thiadiazol-2-yl)-5-(1H-imidazol-1-yl)phenol F[C@H]1[C@]2(CC[C@@](C[C@@H]1OC1=NN=C(S1)C1=C(C=C(C=C1)N1C=NC=C1)O)(N2C)C)C